ClC=1C=CC(=C(C1)C1=CC(=C(N=N1)N(C)C)NCC1=C(C=C(C=C1)OC)OC)F 6-(5-chloro-2-fluorophenyl)-N4-(2,4-dimethoxybenzyl)-N3,N3-dimethylpyridazine-3,4-diamine